N-[[6-(1H-indazole-4-carbonyl)-6-azaspiro[2.5]octan-2-yl]methyl]furo[2,3-c]pyridine-2-carboxamide N1N=CC=2C(=CC=CC12)C(=O)N1CCC2(C(C2)CNC(=O)C2=CC=3C(=CN=CC3)O2)CC1